1-[4-(7-bromoimidazo[1,2-a]pyridin-2-yl)bicyclo[2.2.2]octan-1-yl]methanamine, hydrochloride salt Cl.BrC1=CC=2N(C=C1)C=C(N2)C21CCC(CC2)(CC1)CN